CC(C)(C)OC(=O)N1CC([C@@H](CC1)OCC#C)(F)F (4R)-3,3-difluoro-4-(prop-2-ynyloxy)hexahydropyridine-1-carboxylic acid-2-methylprop-2-yl ester